3-(((S)-pyrrolidin-3-yl)amino)propionic acid methyl ester COC(CCN[C@@H]1CNCC1)=O